N-[4-fluoro-5-(2-morpholin-4-ylpyrimidin-5-yl)-2-[rac-(3R,5S)-3,4,5-trimethylpiperazin-1-yl]phenyl]-3-(trifluoromethyl)thiophene-2-carboxamide FC1=CC(=C(C=C1C=1C=NC(=NC1)N1CCOCC1)NC(=O)C=1SC=CC1C(F)(F)F)N1C[C@H](N([C@H](C1)C)C)C |r|